FC(C1=CC2=C([C@@H]3NCC[C@H]2C3)C=C1)(F)F (1R,5S)-7-(trifluoromethyl)-2,3,4,5-tetrahydro-1H-1,5-methanobenzo[c]azepine